1,3,5-trinitrotoluene [N+](=O)([O-])C1(C)CC(=CC(=C1)[N+](=O)[O-])[N+](=O)[O-]